(S)-2-((4-((2-hydroxy-1-phenylethyl)amino)-5-(3-(quinuclidin-4-yl)-1,2,4-oxadiazol-5-yl)pyridin-2-yl)amino)-6,7-dihydro-5H-pyrrolo[3,4-d]pyrimidin-5-one OC[C@H](C1=CC=CC=C1)NC1=CC(=NC=C1C1=NC(=NO1)C12CCN(CC1)CC2)NC=2N=CC1=C(N2)CNC1=O